3-(3-(4'-Bromo-1,1'-biphenyl-4-yl)-1,2,3,4-tetrahydro-1-naphthyl)-4-hydroxycumarin BrC1=CC=C(C=C1)C1=CC=C(C=C1)C1CC(C2=CC=CC=C2C1)C=1C(OC2=CC=CC=C2C1O)=O